tert-butyl (S)-4-(7-bromo-6-chloro-8-cyclobutoxy-2-((1-methylpyrrolidin-2-yl) methoxy)quinazolin-4-yl)piperazin-1-carboxylate BrC1=C(C=C2C(=NC(=NC2=C1OC1CCC1)OC[C@H]1N(CCC1)C)N1CCN(CC1)C(=O)OC(C)(C)C)Cl